N1-(2-Chloro-5-(1-(difluoromethyl)-1H-pyrazol-3-yl)pyridin-4-yl)-N3-(2,2-difluoroethyl)cyclohexane-1,3-diamine ClC1=NC=C(C(=C1)NC1CC(CCC1)NCC(F)F)C1=NN(C=C1)C(F)F